1-vinyl-1H-imidazole C(=C)N1C=NC=C1